C(C1=CC=CC=C1)N1N=CC(=C1C)C(C(C)OC1=NC=C(N=C1)C=C)=O 1-(1-benzyl-5-methyl-1H-pyrazol-4-yl)-2-((5-vinylpyrazin-2-yl)oxy)propan-1-one